C1(CCC1)[C@H](C=1C=C(C=CC1)NC(=O)C1=NC(=NC(=C1)C)C1CC1)C1=NN=CN1C (R)-N-(3-(cyclobutyl(4-methyl-4H-1,2,4-triazol-3-yl)methyl)phenyl)-2-cyclopropyl-6-methylpyrimidine-4-carboxamide